3-(6-but-2-enyl-7-oxo-1H-pyrrolo[2,3-c]pyridin-4-yl)-5-fluorobenzamide C(C=CC)N1C(C2=C(C(=C1)C=1C=C(C(=O)N)C=C(C1)F)C=CN2)=O